P(OCCC#N)(OCCC#N)[O-] bis(2-cyanoethyl) phosphite